BrC=1C=CC(=C(NC2CC(C2)(F)F)C1)[N+](=O)[O-] 5-bromo-N-(3,3-difluorocyclobutyl)-2-nitroaniline